5-(1,2,5,6-tetrahydropyridin-4-yl)-3-benzyloxy-pyridine N1CC=C(CC1)C=1C=C(C=NC1)OCC1=CC=CC=C1